C(C1=CC=CC=C1)O[C@@H]1CC[C@@H]2CC(OC21)(C)C (3ar,4r,5ar,6r,8ar)-6-(benzyloxy)-2,2-dimethylhexahydrocyclopenta[2,3]furan